ClC1=C(C=CC(=C1)F)C1(CC1)C1=NOC(=N1)C1=NN(C(=C1)C(F)F)CC(=O)N1CC(CC1)OC 2-(3-(3-(1-(2-chloro-4-fluorophenyl)cyclopropyl)-1,2,4-oxadiazol-5-yl)-5-(difluoromethyl)-1H-pyrazol-1-yl)-1-(3-methoxypyrrolidin-1-yl)ethan-1-one